[N+](=O)([O-])C1=CC=C(CN2C(C3=C(C=4C=CC=NC24)CCN(C3)C(=O)OC(C)(C)C)=O)C=C1 tert-butyl 6-(4-nitrobenzyl)-5-oxo-1,4,5,6-tetrahydropyrido[3,4-c][1,8]naphthyridine-3(2H)-carboxylate